ClC=1C=C(C=C2C(=C(C=NC12)C#N)N[C@H](C(C([2H])([2H])[2H])([2H])[2H])C1=CC=CC=C1)N[C@@]([2H])(C=1C=NC(=CC1)F)C=1N=NN(C1)C1CC1 8-chloro-6-(((S)-(1-cyclopropyl-1H-1,2,3-triazol-4-yl)(6-fluoropyridin-3-yl)methyl-d)amino)-4-(((R)-1-phenylpropyl-2,2,3,3,3-d5)amino)quinoline-3-carbonitrile